FC1(CC(C1)COC1=C(C=CC(=C1F)F)[C@H]1[C@@H](O[C@@]([C@H]1C)(C(F)(F)F)C)C(=O)NC1=CC(=NC=C1)C(=O)N)F 4-[[(2R,3S,4S,5S)-3-[2-[(3,3-difluorocyclobutyl)methoxy]-3,4-difluoro-phenyl]-4,5-dimethyl-5-(trifluoromethyl)tetrahydrofuran-2-carbonyl]amino]pyridine-2-carboxamide